4-hydroxyphenyl-2-[(4-methoxy)benzoyl]dibenzothiophenium methylsulfate COS(=O)(=O)[O-].OC1=CC=C(C=C1)C1=C(C=CC=2[SH+]C3=C(C21)C=CC=C3)C(C3=CC=C(C=C3)OC)=O